4-(3-methyl-1,2,4-oxadiazol-5-yl)benzaldehyde CC1=NOC(=N1)C1=CC=C(C=O)C=C1